FC1=C(C(=C(C(=C1C1=CC(=CC1)C)F)F)F)F pentafluorophenyl-3-methylcyclopentadiene